(1S,4R,5R)-5-hydroxy-2-[(4-methoxyphenyl)methyl]-2-azabicyclo[2.2.1]heptane-3-one O[C@H]1[C@@H]2C(N([C@H](C1)C2)CC2=CC=C(C=C2)OC)=O